C(C)[N-]C1=C(C=CC=C1)B(O)O N-ETHYLAMIDYL-PHENYLBORONIC ACID